N-(3-Allylpyridin-4-yl)-2-((2-(but-3-en-1-yl)-4-fluorophenyl)amino)-5-(trifluoromethyl)benzamide C(C=C)C=1C=NC=CC1NC(C1=C(C=CC(=C1)C(F)(F)F)NC1=C(C=C(C=C1)F)CCC=C)=O